3-(5-(2-(4-(4-(4-((5-hydroxy-2-(4-hydroxyphenyl)-3-methyl-1H-indol-1-yl)-methyl)phenoxy)butyl)piperazin-1-yl)-2-oxoethoxy)-1-oxoisoindolin-2-yl)piperidine-2,6-dione OC=1C=C2C(=C(N(C2=CC1)CC1=CC=C(OCCCCN2CCN(CC2)C(COC=2C=C3CN(C(C3=CC2)=O)C2C(NC(CC2)=O)=O)=O)C=C1)C1=CC=C(C=C1)O)C